CC1(OC[C@H](O1)COCCCCCCCCCCCCCCCCCC(F)(F)F)C (R)-2,2-dimethyl-4-(((18,18,18-trifluorooctadecyl)oxy)methyl)-1,3-dioxolane